[Al].[Ga] GALLIUM-ALUMINIUM